COC=1C=C2C(=NC=NC2=CC1OC[C@@H]1CN(CC1)C(=O)OC(C)(C)C)C1=CC=C(C=C1)NC(CC1=CC=C(C=C1)C(F)(F)F)=O tert-butyl (S)-3-(((6-methoxy-4-(4-(2-(4-(trifluoromethyl)phenyl)acetamido)phenyl)quinazolin-7-yl)oxy)methyl)pyrrolidine-1-carboxylate